CN1C=NCC=C1 methyl-1,4-dihydropyrimidine